(-)-1'-[5-methyl-4'-oxo-1,3-dihydro-4'H-spiro[indene-2,5'-[1,3]oxazol]-2'-yl]-3H-spiro[2-benzofuran-1,4'-piperidin]-3-one CC=1C=C2CC3(C(N=C(O3)N3CCC4(CC3)OC(C3=C4C=CC=C3)=O)=O)CC2=CC1